5-(4-(1-methyl-1H-pyrazol-4-yl)phenyl)-1H-pyrazol CN1N=CC(=C1)C1=CC=C(C=C1)C1=CC=NN1